C(C)(C)(C)OC(=O)NC1=NN(C=C1C1=C(C(=C(C=C1)B(O)O)F)F)CCOC [4-[3-(tert-butoxycarbonylamino)-1-(2-methoxyethyl)pyrazol-4-yl]-2,3-difluoro-phenyl]boronic acid